5-(((2,2-dimethyl-4,6-dioxo-1,3-dioxane-5-ylidene)methyl)amino)-2-methoxybenzoic acid methyl ester COC(C1=C(C=CC(=C1)NC=C1C(OC(OC1=O)(C)C)=O)OC)=O